2-(Dimethylamino)-1-(6-(2-(4-isopropyl-5-(8-methoxy-[1,2,4]triazolo[1,5-a]pyridin-6-yl)-1H-pyrazol-3-yl)-4-methylthiazol-5-yl)-2,6-diazaspiro[3.3]hept-2-yl)ethan-1-one CN(CC(=O)N1CC2(C1)CN(C2)C2=C(N=C(S2)C2=NNC(=C2C(C)C)C=2C=C(C=1N(C2)N=CN1)OC)C)C